N-[(1R,3S)-3-{[6-chloro-2-(trifluoromethyl)quinolin-4-yl]amino}cyclohexyl]-1-(1,1-dioxo-1λ6-thia-pyrrol-3-yl)-3-(prop-2-yl)-1H-pyrazole-4-carboxamide ClC=1C=C2C(=CC(=NC2=CC1)C(F)(F)F)N[C@@H]1C[C@@H](CCC1)NC(=O)C=1C(=NN(C1)C1=CS(C=C1)(=O)=O)C(C)C